3-(5-Fluoro-1H-pyrrolo[2,3-b]pyridin-4-yl)-2-(5-fluoropyridin-2-yl)-6,6-bis(methyl-d3)-6,7-dihydro-4H-pyrazolo[5,1-c][1,4]oxazine FC=1C(=C2C(=NC1)NC=C2)C=2C(=NN1C2COC(C1)(C([2H])([2H])[2H])C([2H])([2H])[2H])C1=NC=C(C=C1)F